Cl.C(C1=CC=CC=C1)OC[C@H](N)B1O[C@@]2([C@H](O1)C[C@H]1C([C@@H]2C1)(C)C)C (R)-2-(benzyloxy)-1-((3aS,4S,6S,7aR)-3a,5,5-trimethylhexahydro-4,6-methanobenzo[d][1,3,2]dioxaborol-2-yl)ethan-1-amine hydrochloride